N-(2-((R)-4-cyanothiazolidin-3-yl)-2-oxoethyl)-6-(5,5-dimethyltetrahydrofuran-3-yl)-quinoline-4-carboxamide C(#N)[C@H]1N(CSC1)C(CNC(=O)C1=CC=NC2=CC=C(C=C12)C1COC(C1)(C)C)=O